O1C(=NC2=C1C=CC=C2)[C@](C)(O)C2=CC1=CC=CC=C1C=C2 (R)-1-(2-benzoxazolyl)-1-(2-naphthyl)-1-ethanol